BrC1=CC=C(C=C1)C1=C(C=C(C2=CC=C(C=C12)C)O)C(CCC)(CCC)O 4-(4-bromophenyl)-3-(4-hydroxyheptan-4-yl)-6-methylnaphthalen-1-ol